C(CC)C(CO)CCCCC 2-Propyl-heptanol